NCC=1C(NC(=C(C1C)Br)C)=O 3-(aminomethyl)-5-bromo-4,6-dimethylpyridin-2(1H)-one